BrC=1C=CC(=NC1)C(COC)=O 1-(5-bromo-2-pyridinyl)-2-methoxy-ethanone